tert-butyl 4-((4-((3-methyl-4-((2-methylbenzo[d]thiazol-5-yl)oxy)phenyl)amino)pyrido[3,2-d]pyrimidin-6-yl)oxy)piperidine-1-carboxylate CC=1C=C(C=CC1OC=1C=CC2=C(N=C(S2)C)C1)NC=1C2=C(N=CN1)C=CC(=N2)OC2CCN(CC2)C(=O)OC(C)(C)C